C(#N)C1=CC=2N(N=C1)C(=CC2)C2=CC(=C(C=N2)C2=NN=C(S2)N2C[C@H]1CC[C@@H](C2)C1NC(=O)N1CCOCC1)NC(C)C N-((1R,5S,8s)-3-(5-(6-(3-cyanopyrrolo[1,2-b]pyridazin-7-yl)-4-(isopropylamino)pyridin-3-yl)-1,3,4-thiadiazol-2-yl)-3-azabicyclo[3.2.1]octan-8-yl)morpholine-4-carboxamide